O1C(OCCC1)C1OC=CO1 1,3-dioxanyl-(dioxol)